OCCN1CCN(CC1)CC(CN1C2=CC=CC=C2SC=2C=CC(=CC12)C(F)(F)F)O 1-(4-(2-hydroxyethyl)piperazin-1-yl)-3-(2-(trifluoromethyl)-10H-phenothiazin-10-yl)-propan-2-ol